2-(2-hydroxyethoxy)propane-1-ol OCCOC(CO)C